2-isopropyl-2-methoxymethyl-1,3-dimethoxycyclohexane C(C)(C)C1(C(CCCC1OC)OC)COC